r-binaphthyl-2,2'-diamine C=1(C(=CC=C2C=CC=CC12)N)C=1C(=CC=C2C=CC=CC12)N